C(#N)C=1C=C(C=C(C1)C(F)F)N1N=CC(=C1)C(C(=O)NC=1NN=C(C1)C1CC1)C 2-{1-[3-cyano-5-(difluoromethyl)phenyl]pyrazol-4-yl}-N-(5-cyclopropyl-2H-pyrazol-3-yl)propanamide